6-bromo-3-(2-chloro-5-fluorophenyl)-2-(4-methoxybenzyl)-1-oxoisoindoline BrC1=CC=C2C(N(C(C2=C1)=O)CC1=CC=C(C=C1)OC)C1=C(C=CC(=C1)F)Cl